COC=1C=C(C=CC1)C1CC=C(C1)B1OC(C(O1)(C)C)(C)C 2-(4-(3-Methoxyphenyl)cyclopent-1-en-1-yl)-4,4,5,5-tetramethyl-1,3,2-dioxaborolane